tert-butyl 4-(2-(4-cyano-2-fluorophenyl)-2,3-dihydrobenzofuran-7-yl)-3,6-dihydropyridine-1(2H)-carboxylate C(#N)C1=CC(=C(C=C1)C1OC2=C(C1)C=CC=C2C=2CCN(CC2)C(=O)OC(C)(C)C)F